tert-butyl (R)-3-(hydroxymethyl)-1,4-oxaazepane-4-carboxylate OC[C@@H]1COCCCN1C(=O)OC(C)(C)C